(5-(2-fluorophenyl)-7-toluenesulfonyl-7H-pyrrolo[2,3-d]pyrimidin-4-yl)-4,7-diazaspiro[2.5]octane-4-carboxylic acid tert-butyl ester C(C)(C)(C)OC(=O)N1C2(CC2C=2C3=C(N=CN2)N(C=C3C3=C(C=CC=C3)F)S(=O)(=O)CC3=CC=CC=C3)CNCC1